FC1=C(O[C@H]2CN(CC2)C(=O)N2C[C@@H]3[C@@H](OCC(N3)=O)CC2)C=C(C=C1)C(F)(F)F (4aR,8aS)-6-[(3R)-3-[2-fluoro-5-(trifluoromethyl)phenoxy]pyrrolidine-1-carbonyl]-4,4a,5,7,8,8a-hexahydropyrido[4,3-b][1,4]oxazin-3-one